N1=CC(C2=CC=CC=C12)=O 3H-indol-3-one